(5R)-5-[(1R,3aS,3bS,5aR,6R,7S,9aR,9bS,11aR)-4,4-difluoro-6,7-dihydroxy-9a,11a-dimethylhexadecahydro-1H-cyclopenta[1,2-a]phenanthren-1-yl]-1-(2,6-difluorophenyl)hexyl acetate C(C)(=O)OC(CCC[C@@H](C)[C@H]1CC[C@@H]2[C@@]1(CC[C@@H]1[C@]3(CC[C@@H]([C@@H]([C@@H]3CC([C@@H]21)(F)F)O)O)C)C)C2=C(C=CC=C2F)F